1-benzyl-4-aza-1-azoniabicyclo[2.2.2]Octane hydroxide [OH-].C(C1=CC=CC=C1)[N+]12CCN(CC1)CC2